N'-{(7-benzyl-1,4,7-triazonane-1,4-diyl)bis[methylene(2-hydroxy-5-methyl-3,1-phenylene)]}bis(2,3-dihydroxypropanamide) C(C1=CC=CC=C1)N1CCN(CCN(CC1)CC=1C(=C(C=C(C1)C)C(C(=O)N)(CO)O)O)CC=1C(=C(C=C(C1)C)C(C(=O)N)(CO)O)O